methyl (S)-(3-(1-(2-(4-methyl-2-oxo-1,2-dihydroquinolin-6-yl)acetyl)piperidin-4-yl)-1-(methylamino)-1-oxopropan-2-yl)carbamate CC1=CC(NC2=CC=C(C=C12)CC(=O)N1CCC(CC1)C[C@@H](C(=O)NC)NC(OC)=O)=O